cobalt iron manganese copper zinc [Zn].[Cu].[Mn].[Fe].[Co]